OC[C@H](C)N1C=NC2=C(C1=O)C=C(N=C2C=2C=NC=CC2)C2=NC=C(C=C2)C(F)(F)F (S)-3-(1-hydroxy-propan-2-yl)-8-(pyridin-3-yl)-6-(5-(trifluoromethyl)pyridin-2-yl)pyrido[3,4-d]pyrimidin-4(3H)-one